COCCC1SC(=CN(C1)C1=C2NC=NC2=NC=N1)C(=O)N (2-methoxyethyl)-4-(7H-purin-6-yl)-3,4-dihydro-2H-1,4-thiazine-6-carboxamide